CC=1NC2=CC=C(C=C2C1)NC(C1=CC=CC=C1)=O N-(2-methyl-1H-indol-5-yl)benzamide